ClCC=1N(C=CN1)COCC[Si](C)(C)C 2-[[2-(chloromethyl)imidazol-1-yl]methoxy]ethyl-trimethyl-silane